(S)-N-(1-(3-(2-cyclopropylpyridin-4-yl)isoxazol-5-yl)ethyl)benzamide C1(CC1)C1=NC=CC(=C1)C1=NOC(=C1)[C@H](C)NC(C1=CC=CC=C1)=O